FC=1C=C(C=CC1F)CC(=O)NC=1C(=NC(=CC1)NCC1=CC=C(C=C1)F)N1CCCC1 2-(3,4-Difluoro-phenyl)-N-[6-(4-fluoro-benzylamino)-2-pyrrolidin-1-yl-pyridin-3-yl]-acetamide